(R)-N-(1-(3-(1-(difluoromethyl)-1H-pyrazol-4-yl)-5-(1-ethyl-1H-pyrazol-3-yl)phenyl)ethyl)-5-(2-(dimethylamino)ethoxy)-2-methylbenzamide FC(N1N=CC(=C1)C=1C=C(C=C(C1)C1=NN(C=C1)CC)[C@@H](C)NC(C1=C(C=CC(=C1)OCCN(C)C)C)=O)F